(4-(((R)-1-hydroxy-4-methylpent-2-yl)amino)-6-((R)-2-phenylpropyl)-1,3,5-triazin-2-yl)methanesulfonamide OC[C@@H](CC(C)C)NC1=NC(=NC(=N1)C[C@@H](C)C1=CC=CC=C1)CS(=O)(=O)N